N1C=C(C2=CC=CC=C12)CC[N+](C1CCCP(O1)(OC)=O)(C)C N-(2-(1H-indol-3-yl)ethyl)-2-methoxy-N,N-dimethyl-1,2-oxaphosphinan-6-aminium 2-oxide